tert-butyl 4-[3-(3-bromo-2-methyl-phenoxy)propyl]-4-fluoro-piperidine-1-carboxylate BrC=1C(=C(OCCCC2(CCN(CC2)C(=O)OC(C)(C)C)F)C=CC1)C